C(C)N(C1=C(C(=NC=2N1N=CC2)C(=O)O)C)C2CCOCC2 7-(Ethyl-(tetrahydro-2H-pyran-4-yl)amino)-6-methylpyrazolo[1,5-a]Pyrimidine-5-carboxylic acid